benzyl (2R)-2-[(4-fluorophenyl)methyl]-3-oxo-piperazine-1-carboxylate FC1=CC=C(C=C1)C[C@H]1N(CCNC1=O)C(=O)OCC1=CC=CC=C1